C[C@@H]1CN(C[C@H]2N1CC1=C(C=CC=C21)N2CCNCC2)C2=C1C=CC=NC1=C(C=C2)C#N 5-[(4R,10bS)-4-methyl-7-piperazin-1-yl-3,4,6,10b-tetrahydro-1H-pyrazino[2,1-a]isoindol-2-yl]quinoline-8-carbonitrile